5-bromo-3-methoxybenzene-1,2-diol BrC1=CC(=C(C(=C1)O)O)OC